COC(C1=CC=CC(=C1)NC(=O)OCC)=O 5-((ethoxycarbonyl)amino)benzoic acid methyl ester